(2,3-dimethylphenyl)-N-methyl-3-(1-methyl-1H-pyrazol-4-yl)-1-trityl-1H-pyrazolo[4,3-b]pyridin-6-amine CC1=C(C=CC=C1C)C1=C(C=C2C(=N1)C(=NN2C(C2=CC=CC=C2)(C2=CC=CC=C2)C2=CC=CC=C2)C=2C=NN(C2)C)NC